6,6-dimethoxy-2-methylhexanoic acid COC(CCCC(C(=O)O)C)OC